(4-phenylazo-1-naphthyl)diazene C1(=CC=CC=C1)N=NC1=CC=C(C2=CC=CC=C12)N=N